N-(2-(N-(4-methoxyphenyl)sulfamoyl)-4-methylphenyl)-2,5-dimethylfuran-3-carboxamide COC1=CC=C(C=C1)NS(=O)(=O)C1=C(C=CC(=C1)C)NC(=O)C1=C(OC(=C1)C)C